OP(O)OP(O)O.C1(CCCCC1)C1=C(C=CC=C1)C(O)C(CO)(CO)CO 2-cyclohexylphenyl-pentaerythritol diphosphite